C1(CC1)S(=O)(=O)NC1=CC=CC(=N1)C(C(=O)NC1=CC=C(C=C1)C1=NC(=CN=C1)C(F)(F)F)(C)C 2-(6-(cyclopropanesulfonylamino)pyridin-2-yl)-2-methyl-N-(4-(6-(trifluoromethyl)pyrazin-2-yl)phenyl)propanamide